ClC=1C2=CNN=C2C(=C(C1)C1=CC=C(C=C1)N1CC(OCC1)CO)Cl 4,7-dichloro-6-(4-(2-(hydroxymethyl)morpholino)phenyl)-2H-indazole